4-(2,3-dimethoxyphenyl)-6-oxo-1,6-dihydropyrimidine-5-carbonitrile COC1=C(C=CC=C1OC)C=1N=CNC(C1C#N)=O